4-(((6-(1-(tert-butoxycarbonyl)piperidin-4-yl)pyridin-2-yl)oxy)methyl)-3-(trifluoromethyl)benzoic acid C(C)(C)(C)OC(=O)N1CCC(CC1)C1=CC=CC(=N1)OCC1=C(C=C(C(=O)O)C=C1)C(F)(F)F